CN1C(N(C2=C1C=CC=C2[N+](=O)[O-])C)=O 1,3-dimethyl-4-nitro-1,3-dihydro-2H-benzo[d]imidazol-2-one